BrCCCCCCCCCCCCCCN1C(C2=CC=CC=C2C1=O)=O 2-(14-Bromotetradecyl)isoindole-1,3-dione